C1(=CC=CC=C1)C1=C(C(=CC=C1)C1=CC=CC=C1)O 2,6-Diphenylphenol